5-(2-(((3R,4S)-3-fluoro-1-((1-methyl-1H-pyrazol-4-yl)sulfonyl)piperidin-4-yl)amino)-5-(trifluoromethyl)pyrimidin-4-yl)-2-methylthiophene-3-carboxamide F[C@@H]1CN(CC[C@@H]1NC1=NC=C(C(=N1)C1=CC(=C(S1)C)C(=O)N)C(F)(F)F)S(=O)(=O)C=1C=NN(C1)C